C(C)(C)(C)OC(=O)N1CC2=CC=C(C=C2CC1)C1=C2C(=C(N=N1)C1=C(C=C(C=C1)F)OCCOCCC(N1CCCCC1)=O)SC=C2.C(CC(=O)C)(=O)CCC[Si](OCC)(OCC)OCC γ-acetoacetyl-propyl-triethoxysilane tert-butyl-6-[7-[4-fluoro-2-[2-[3-oxo-3-(1-piperidyl)propoxy]ethoxy]phenyl]thieno[2,3-d]pyridazin-4-yl]-3,4-dihydro-1H-isoquinoline-2-carboxylate